N[C@@H](CCCN)C(=O)O[2H] ornithine-d